1,2-bis(2,3-epoxypropoxy)ethylene C(C1CO1)OC=COCC1CO1